3-[trans-3-hydroxycyclobutoxy]-2,3-dihydro-1H-isoindol-1-one O[C@@H]1C[C@H](C1)OC1NC(C2=CC=CC=C12)=O